2-[4-[4-[(E)-2-(2-Amino-4-pyridyl)vinyl]pyrimidin-2-yl]pyrimidin-2-yl]isoindoline-5-carbonitrile NC1=NC=CC(=C1)/C=C/C1=NC(=NC=C1)C1=NC(=NC=C1)N1CC2=CC=C(C=C2C1)C#N